C1(=CC=CC2=CC=CC=C12)C=1C(=C(C=CC1N)C1=CC=C(C=C1)N)C1=CC=CC2=CC=CC=C12 bis(1-naphthyl)-(1,1'-bibenzene)-4,4'-diamine